N-(2-cyclopentylethyl)-3-{[2-cyclopropyl-4-(pyridin-2-ylmethoxy)phenyl]amino}benzamide C1(CCCC1)CCNC(C1=CC(=CC=C1)NC1=C(C=C(C=C1)OCC1=NC=CC=C1)C1CC1)=O